ethyl 4-((tert-butoxycarbonyl) amino)-5-(4-cyano-5-methyl-2,5-dihydrofuran-3-yl)-1H-pyrrole-2-carboxylate C(C)(C)(C)OC(=O)NC=1C=C(NC1C=1COC(C1C#N)C)C(=O)OCC